O=C1NC(=C(C=C1C(=O)N)C1=CC=C(C=C1)OCC1=CN=NC=C1)C(F)(F)F 2-oxo-5-(4-(pyridazin-4-ylmethoxy)phenyl)-6-(trifluoromethyl)-1,2-dihydropyridine-3-carboxamide